tert-butyl (1S,5R)-6-(6-bromo-8-fluoro-[1,2,4]triazolo[1,5-a]pyridin-2-yl)-3-azabicyclo[3.1.0]hexane-3-carboxylate BrC=1C=C(C=2N(C1)N=C(N2)C2[C@@H]1CN(C[C@H]21)C(=O)OC(C)(C)C)F